(2s,4s)-2-(4-(4-(tert-butyl)-3-methoxyphenyl)piperidine-1-carbonyl)-7-oxa-5-azaspiro[3.4]octan-6-one C(C)(C)(C)C1=C(C=C(C=C1)C1CCN(CC1)C(=O)C1CC2(C1)NC(OC2)=O)OC